ClC1=CC=C2C(=N1)N(C=C2C2=CC=C1CCN(C1=C2)C(=O)OC(C)(C)C)COCC[Si](C)(C)C tert-butyl 6-(6-chloro-1-[[2-(trimethylsilyl)ethoxy]methyl]pyrrolo[2,3-b]pyridin-3-yl)-2,3-dihydroindole-1-carboxylate